(R)-2-mercaptobutyric acid S[C@@H](C(=O)O)CC